1-(2-(4-(2-((E)-5-oxo-3-phenyl-4-(2-(thiazol-2-yl)hydrazineylidene)-4,5-dihydro-1H-pyrazol-1-yl)thiazol-4-yl)benzamido)ethyl)piperidine O=C1/C(/C(=NN1C=1SC=C(N1)C1=CC=C(C(=O)NCCN2CCCCC2)C=C1)C1=CC=CC=C1)=N/NC=1SC=CN1